FC1(CC(CC1)NC1=NC(=NC(=N1)NC1CC(CC1)(F)F)C1=NC(=CC=C1)C(F)(F)F)F N2,N4-bis(3,3-difluorocyclopentyl)-6-(6-(trifluoromethyl)pyridin-2-yl)-1,3,5-triazine-2,4-diamine